phenyl di(tert-butylphenyl) phosphate P(=O)(OC1=CC=CC=C1)(OC1=C(C=CC=C1)C(C)(C)C)OC1=C(C=CC=C1)C(C)(C)C